OC[C@H](C)NCC(=O)O (S)-(1-Hydroxypropan-2-yl)glycine